(R/S)-2-(1-benzoyloxy-n-pentyl)benzoic acid C(C1=CC=CC=C1)(=O)O[C@H](CCCC)C1=C(C(=O)O)C=CC=C1 |r|